N-(4-((3R,4R)-3-amino-4-methylpyrrolidin-1-yl)-1-(tert-butyl)-1H-indazol-5-yl)-1-(2,6-difluorophenyl)-6-oxo-1,6-dihydropyridazine-3-carboxamide N[C@H]1CN(C[C@H]1C)C1=C2C=NN(C2=CC=C1NC(=O)C1=NN(C(C=C1)=O)C1=C(C=CC=C1F)F)C(C)(C)C